CNC(=S)N N-methylthiourea